N-(2-chlorothiophen-3-yl)-2-((6-(4-(2-hydroxyethyl)piperazin-1-yl)-2-methylpyrimidin-4-yl)amino)thiazole-5-carboxamide ClC=1SC=CC1NC(=O)C1=CN=C(S1)NC1=NC(=NC(=C1)N1CCN(CC1)CCO)C